O=C1C2=C(N=C(N1)CCC1=NC=CC=N1)N(N=C2C#N)C(C)C=2C=NC(=CC2)C(F)(F)F 4-oxo-6-(2-(pyrimidin-2-yl)ethyl)-1-(1-(6-(trifluoromethyl)pyridin-3-yl)ethyl)-4,5-dihydro-1H-pyrazolo[3,4-d]pyrimidine-3-carbonitrile